CN1N=CC(=N1)C1=NC=CC(=C1)OC=1C(=NC=CC1)C=1C=C(C(NC1)=O)C(=O)N 5-((2-(2-methyl-2H-1,2,3-triazol-4-yl)pyridin-4-yloxy)pyridin-2-yl)-2-oxo-1,2-dihydropyridine-3-carboxamide